BrCC=1N=C(SC1)C1(CCOCC1)F 4-(bromomethyl)-2-(4-fluorotetrahydro-2H-pyran-4-yl)thiazole